CC1(OB(OC1(C)C)C1=CC2=C(SC3=C([Si]24C2=C(C5=C4C=CC=C5)C=CC=C2)C=CC=C3)C=C1)C 2'-(4,4,5,5-tetramethyl-1,3,2-dioxaborolan-2-yl)spiro[dibenzo[b,d]silole-5,10'-dibenzo[b,e][1,4]thiasiline]